COC=1C=C2C(=C(C=NC2=CC1OC)S(=O)(=O)C1=CC=C(C=C1)OC)N1CCN(CC1)C1=CC=CC=C1 6,7-dimethoxy-3-((4-methoxyphenyl)sulfonyl)-4-(4-phenylpiperazin-1-yl)quinoline